BrC=1C=C(C(=NC1)NNC1=C(C=NC(=C1)C(F)(F)F)C(=O)O)S(=O)(=O)CC 4-[2-(5-bromo-3-ethylsulfonyl-2-pyridyl)hydrazino]-6-(trifluoromethyl)pyridine-3-carboxylic acid